[Cl-].[Cl-].C=[Zr+2](C1C=CC=C1)C1C=CC=C1 methylene-bis(cyclopentadienyl)zirconium dichloride